6-[5-[(1S)-1-aminoethyl]-3-methyl-1,2,4-triazol-1-yl]pyrimidine-4-carbonitrile hydrochloride Cl.N[C@@H](C)C1=NC(=NN1C1=CC(=NC=N1)C#N)C